CN1C([C@H](OC(N2CCC3(OC(NC=4N=CC(CCCOCCOCCC1)=CC34)=O)CC2)=O)CC=2C=C3C=NNC3=C(C2)C)=O (7R)-9-methyl-7-[(7-methyl-1H-indazol-5-yl)methyl]-6,13,16,26-tetraoxa-4,9,22,24-tetraazatetracyclo[18.6.2.21,4.023,27]triacontane-20(28),21,23(27)-triene-5,8,25-trione